3-(1-ethoxyethyl)oxazolidinone C(C)OC(C)N1C(OCC1)=O